C=CC=CCCCCO 8-octadienol